N1(C=NC=C1)C1CN(C1)C(=O)[C@@H]1CC[C@H]2N1C([C@H](C[C@@H]1[C@H](C2)C1)NC(=O)C1=CC=C2C=CC(=CC2=C1)C(F)(F)P(O)(O)=O)=O ((7-(((3S,6S,7aR,8aS,9aR)-3-(3-(1H-imidazol-1-yl)azetidine-1-carbonyl)-5-oxodecahydro-1H-cyclopropa[d]pyrrolo[1,2-a]azocin-6-yl)carbamoyl)naphthalen-2-yl)difluoromethyl)phosphonic acid